(3r,4r)-4-({5-ethyl-4-[4-fluoro-2-methyl-1-(propan-2-yl)-1H-benzimidazol-6-yl]pyrimidin-2-yl}amino)-1-(methylsulfonyl)piperidin-3-ol C(C)C=1C(=NC(=NC1)N[C@H]1[C@@H](CN(CC1)S(=O)(=O)C)O)C=1C=C(C2=C(N(C(=N2)C)C(C)C)C1)F